ClC1=CC=C(C=C1)C1=CC=C(C=C1)Br 4'-chloro-4-bromobiphenyl